COC1=CC=C(C=C1)C1=C(CC(O1)CSC)S(=O)(=O)C1=CC=C(C=C1)Br 5-(4-methoxyphenyl)-4-(4-bromophenyl)sulfonyl-2-((methylsulfanyl)methyl)-2,3-dihydrofuran